BrC=1C=C(C2=C(N(C(=N2)C)C2CCNCC2)C1)F 6-bromo-4-fluoro-2-methyl-1-(piperidin-4-yl)-1H-benzo[d]imidazole